CC1=NC(=NC=C1)NC1=CC(=NC=N1)NC1=C(C(=O)N)C=CC=C1 2-(6-(4-methylpyrimidin-2-ylamino)pyrimidin-4-ylamino)benzamide